9-decenyl-(3-butenyl)dichlorosilane Methyl-4-((4-((4-chlorobenzyl)oxy)quinoline-2-carboxamido)methyl)benzoate COC(C1=CC=C(C=C1)CNC(=O)C1=NC2=CC=CC=C2C(=C1)OCC1=CC=C(C=C1)Cl)=O.C(CCCCCCCC=C)[Si](Cl)(Cl)CCC=C